N1=CC=CC2=CC=CC(=C12)C=NN 2-(quinolin-8-ylmethylene)hydrazine